2H-1,2,3-thiadiazine S1NN=CC=C1